C(=O)(OCC1=CC=CC=C1)NC(CC(=O)O)CC(=O)O N-Cbz-β-glutamic acid